[Kr].[Al] Aluminum krypton